C1NC[C@H]2C1=CNC2 (3aR,6aR)-hexahydropyrrolo-[3,4-c]pyrrol